6-(((cyclobutylmethyl)amino)methyl)-2-(3-((1r-3r)-3-methoxy-1-(4-methyl-4H-1,2,4-triazol-3-yl)cyclobutyl)phenyl)-4-(trifluoromethyl)isoindolin-1-one C1(CCC1)CNCC1=CC(=C2CN(C(C2=C1)=O)C1=CC(=CC=C1)C1(CC(C1)OC)C1=NN=CN1C)C(F)(F)F